Cl.ClC1=CC=C(C=C1)C1(CCNCC1)CC 4-(4-chlorophenyl)-4-ethylpiperidine hydrochloride